[C@H]12C(=CC[C@H](C1(C)C)C2)C (S)-(-)-alpha-pinene